isoquinolin-4-yl-(2-methyl-3-phenyl-2,4,5,7-tetrahydro-6H-pyrazolo[3,4-c]pyridin-6-yl)methanone 6-chlorocytidine-5'-triphosphate P(O)(=O)(OP(=O)(O)OP(=O)(O)O)OC[C@@H]1[C@H]([C@H]([C@@H](O1)N1C(=O)N=C(N)C=C1Cl)O)O.C1=NC=C(C2=CC=CC=C12)C(=O)N1CC=2C(CC1)=C(N(N2)C)C2=CC=CC=C2